5-(benzamidomethyl)-N,N-dimethylpyrazolo[1,5-a]pyridine-3-carboxamide C(C1=CC=CC=C1)(=O)NCC1=CC=2N(C=C1)N=CC2C(=O)N(C)C